FC1=C(C(=CC=C1)C)C1=CC(=C2C=C(N=CC2=C1)NC)NC1CCN(CC1)C(=O)OC(C)(C)C tert-Butyl 4-[[7-(2-fluoro-6-methyl-phenyl)-3-(methylamino)-5-isoquinolyl]amino]piperidine-1-carboxylate